ClC1=NC(=NC(=N1)C1=CC(=CC=C1)Cl)C1=CC(=CC=C1)Cl 2-chloro-4,6-bis(3-chlorophenyl)-1,3,5-triazine